N,N',N''-tris(2-hydroxypropyl)-N,N''-diisopropyldiethylenetriamine OC(CN(CCN(CCN(C(C)C)CC(C)O)CC(C)O)C(C)C)C